(E)-N-(2-Amino-3-fluoro-4-((4-(trifluoromethyl)benzyl)amino)phenyl)dec-5-enamid NC1=C(C=CC(=C1F)NCC1=CC=C(C=C1)C(F)(F)F)NC(CCC\C=C\CCCC)=O